N-(2-(N-benzyl-2-hydroxybutanamido)-4-chlorophenyl)-2,3,4,5,6-pentafluorobenzamide C(C1=CC=CC=C1)N(C(C(CC)O)=O)C1=C(C=CC(=C1)Cl)NC(C1=C(C(=C(C(=C1F)F)F)F)F)=O